ethanedithiolate C(C)([S-])[S-]